6-(6-(Trifluoromethyl)pyridin-2-yl)-N2-(2-(trifluoromethyl)pyridin-4-yl)-N4-(1,1,1-trifluoropropan-2-yl)-1,3,5-triazine-2,4-diamine FC(C1=CC=CC(=N1)C1=NC(=NC(=N1)NC1=CC(=NC=C1)C(F)(F)F)NC(C(F)(F)F)C)(F)F